1,6-Hexanediol Diacrylate C(C=C)(=O)OCCCCCCOC(C=C)=O